2-(2-chloropyridin-4-yl)butan-2-ol ClC1=NC=CC(=C1)C(C)(CC)O